6-Chloro-3-[[(1R)-1-(2-cyclobutyl-3,6-dimethyl-4-oxo-chromen-8-yl)-ethyl]amino]-N-methyl-sulfonyl-pyridine-2-carboxamide ClC1=CC=C(C(=N1)C(=O)NS(=O)(=O)C)N[C@H](C)C=1C=C(C=C2C(C(=C(OC12)C1CCC1)C)=O)C